[Br-].C1(=CC=CC=C1)[P+](CCC)(C1=CC=CC=C1)C1=CC=CC=C1 triphenyl-(propyl)phosphonium bromide